5-(3,4-dichlorophenyl)-3-{2-[3-fluoro-3-(fluoromethyl)azetidin-1-yl]-2-oxoethyl}-3H,4H-thieno[2,3-d]pyrimidin-4-one ClC=1C=C(C=CC1Cl)C1=CSC=2N=CN(C(C21)=O)CC(=O)N2CC(C2)(CF)F